(4-fluorophenyl)butanoic acid FC1=CC=C(C=C1)C(C(=O)O)CC